C(N)(=N)C1=CC=C(C[NH-])C=C1 4-amidinobenzylamid